(S)-methyl 2-((1-(tert-butoxycarbonyl)piperidin-4-yl)methyl)-1-(oxetan-2-ylmethyl)-1H-benzo[d]imidazole-6-carboxylate C(C)(C)(C)OC(=O)N1CCC(CC1)CC1=NC2=C(N1C[C@H]1OCC1)C=C(C=C2)C(=O)OC